C[C@H]1N(CCOC1)C=1N=C2N(C(C1)=O)CC[C@H](N2CC(CC)=O)C(F)(F)F (S)-2-((R)-3-Methyl-morpholin-4-yl)-9-(2-oxobutyl)-8-trifluoromethyl-6,7,8,9-tetrahydro-pyrimido[1,2-a]-pyrimidin-4-one